(S)-2-(5-(2-(3-Fluoroazetidin-1-yl)ethyl)-4-isopropyl-2-oxopyrimidin-1(2H)-yl)-4-methylpentanoic acid FC1CN(C1)CCC=1C(=NC(N(C1)[C@H](C(=O)O)CC(C)C)=O)C(C)C